3-oxo-7,10,13,16-tetraoxa-4-azanonadecan-19-oate O=C(CC)NCCOCCOCCOCCOCCC(=O)[O-]